2-(3-[3-[3-(difluoromethoxy)phenyl]-1,2,4-oxadiazol-5-yl]-6-oxopyridazin-1-yl)-N-ethylacetamide FC(OC=1C=C(C=CC1)C1=NOC(=N1)C1=NN(C(C=C1)=O)CC(=O)NCC)F